OC(CN(C(O[C@@H]1CC[C@H](CC1)C(N(C[C@@H]1CC[C@H](CC1)C1=NC(=C(C=C1)OC)C)C1=NC=CC(=C1)C=1N=C(OC1)C1CC1)=O)=O)C)(C)C trans-4-((4-(2-Cyclopropyloxazol-4-yl)pyridin-2-yl)((trans-4-(5-methoxy-6-methylpyridin-2-yl)cyclohexyl)methyl)carbamoyl)cyclohexyl (2-hydroxy-2-methylpropyl)(methyl)carbamate